2-(5-bromo-3-ethylsulfonyl-2-pyridinyl)-3-methyl-6-(trifluoromethylsulfanyl)imidazo[4,5-c]pyridine BrC=1C=C(C(=NC1)C1=NC2=C(C=NC(=C2)SC(F)(F)F)N1C)S(=O)(=O)CC